FC(N1N=CC(=C1)C=1C=C(C=2N(C1)N=CC2C#N)C=2C=NC(=CC2)F)F 6-[1-(difluoromethyl)pyrazol-4-yl]-4-(6-fluoro-3-pyridinyl)pyrazolo[1,5-a]pyridine-3-carbonitrile